(R)-1-(2-chloropyridin-3-yl)ethyl (4-(5-aminopyrazin-2-yl)-1-methyl-1H-1,2,3-triazol-5-yl)carbamate NC=1N=CC(=NC1)C=1N=NN(C1NC(O[C@H](C)C=1C(=NC=CC1)Cl)=O)C